2-Methyl-4,5-dihydro-1,3-oxazol CC=1OCCN1